ClC1=NC=C(N=C1)Cl 2,5-dichloro-pyrazine